CC=1C(=CC2=C(N(C(N2)=O)[C@@H]2CN(CCC2)C)C1)C=1C=C(C=2N(C1)N=CN2)C (S)-6-methyl-5-(8-methyl-[1,2,4]triazolo[1,5-a]pyridin-6-yl)-1-(1-methylpiperidin-3-yl)-1,3-dihydro-2H-benzo[d]imidazol-2-one